(S)-tert-butyl-4-(3-chloro-5-cyanophenethyl)-2-((4-(methylsulfonyl)phenoxy) methyl)piperazine-1-carboxylate C(C)(C)(C)OC(=O)N1[C@@H](CN(CC1)CCC1=CC(=CC(=C1)C#N)Cl)COC1=CC=C(C=C1)S(=O)(=O)C